FC1=C(C=CC=C1)N1C(C2=CC=C(C=C2C1)OCC1=NN(C=C1)C)=O (2-fluorophenyl)-5-((1-methyl-1H-pyrazol-3-yl)methoxy)isoindolin-1-one